1-[2-cyano-6-(6-fluoropyridin-3-yl)-3-methoxyphenyl]piperidine-4-carboxylic acid C(#N)C1=C(C(=CC=C1OC)C=1C=NC(=CC1)F)N1CCC(CC1)C(=O)O